C1=NC=CC=2NC=3C=C(C=CC3C21)C=2C=CC(=NC2)OCCOCCOCCOCCOCCOCC(=O)O 17-((5-(5H-pyrido[4,3-b]indol-7-yl)pyridin-2-yl)oxy)-3,6,9,12,15-pentaoxaheptadecan-1-oic acid